4-(2-chlorophenoxy)-1-(6-(2-hydroxyphenyl)pyridazin-4-yl)-N-methyl-N-(piperidin-4-yl)piperidine-4-carboxamide ClC1=C(OC2(CCN(CC2)C2=CN=NC(=C2)C2=C(C=CC=C2)O)C(=O)N(C2CCNCC2)C)C=CC=C1